FC(C=1C(=C(C=CC1)[C@@H](C)NC=1C=2C(N=C(N1)C)=C(C(N(C2)N2CCOCC2)=O)OC)F)F (R)-4-((1-(3-(difluoromethyl)-2-fluorophenyl)ethyl)amino)-8-methoxy-2-methyl-6-morpholinopyrido[4,3-d]pyrimidin-7(6H)-one